tetrakis(triphenylphosphine) palladium(i) [Pd+].C1(=CC=CC=C1)P(C1=CC=CC=C1)C1=CC=CC=C1.C1(=CC=CC=C1)P(C1=CC=CC=C1)C1=CC=CC=C1.C1(=CC=CC=C1)P(C1=CC=CC=C1)C1=CC=CC=C1.C1(=CC=CC=C1)P(C1=CC=CC=C1)C1=CC=CC=C1